C(CCCCCCC)(=O)OOC(C)(C)C1=CC=CC=C1 cumyl peroxycaprylate